5-fluoro-cytidine FC=1C(=NC(N([C@H]2[C@H](O)[C@H](O)[C@@H](CO)O2)C1)=O)N